C\C(\C(\CC)=N\NC(NCC)=S)=N/NC(NCC)=S (2E,2'E)-2,2'-(pentane-2,3-diylidene)bis(N-ethylhydrazine-1-carbothioamide)